N[C@H](C(=O)NC1(CC1)C1=CC=C(C=C1)S(=O)(=O)C)CCC(=O)N (2S)-2-amino-N-[1-(4-methylsulfonylphenyl)cyclopropyl]Glutaramide